(S)-2-Amino-3-(6-fluoro-1H-indol-3-yl)propanoic acid N[C@H](C(=O)O)CC1=CNC2=CC(=CC=C12)F